(1R,3R)-3-(4-fluorophenoxy)cyclobutan-1-ol FC1=CC=C(OC2CC(C2)O)C=C1